C(CCCCCCCCCC=CCCCC)(=O)SCCNC(CCNC([C@@H](C(COP(OP(OC[C@@H]1[C@H]([C@H]([C@@H](O1)N1C=NC=2C(N)=NC=NC12)O)OP(=O)(O)O)(=O)O)(=O)O)(C)C)O)=O)=O 11-hexadecenoyl-CoA